N1-((trans)-2-(4-((3-fluorobenzyl)oxy)phenyl)cyclopropyl)cyclohexane-1,4-diamine FC=1C=C(COC2=CC=C(C=C2)[C@H]2[C@@H](C2)NC2CCC(CC2)N)C=CC1